Tert-butyl (6-(2-(1-ethyl-1H-pyrazol-4-yl)-2-methylpropionyl)pyridin-3-yl)carbamate C(C)N1N=CC(=C1)C(C(=O)C1=CC=C(C=N1)NC(OC(C)(C)C)=O)(C)C